C1(CC1)C1=NN(C=C1C=1N=CC=C2C=CC=NC12)[C@@H]1C[C@H](C1)C=O trans-3-(3-cyclopropyl-4-(1,7-naphthyridin-8-yl)-1H-pyrazol-1-yl)cyclobutane-1-carbaldehyde